ClC1=NC=C(C(=C1)C1=C(C=NC(=C1)C)C(=O)NC=1SC(=NN1)OCC1COCC1)OC(F)F 2'-chloro-5'-(difluoromethoxy)-6-methyl-N-(5-((tetrahydrofuran-3-yl)methoxy)-1,3,4-thiadiazol-2-yl)-(4,4'-bipyridyl)-3-carboxamide